N2-[2-(2,3-dichlorophenyl)ethyl]-N2-(2-methoxyethyl)-6-(1-tetrahydropyran-2-ylindazol-6-yl)-1,3,5-triazine-2,4-diamine ClC1=C(C=CC=C1Cl)CCN(C1=NC(=NC(=N1)N)C1=CC=C2C=NN(C2=C1)C1OCCCC1)CCOC